C(C)SC=1C=C(C=NC1C1=CC2=C(N(C(OC2)=O)CC(F)(F)F)C=N1)C1(CC1)C#N 1-[5-ethylsulfanyl-6-[2-oxo-1-(2,2,2-trifluoroethyl)-4H-pyrido[3,4-d][1,3]oxazin-6-yl]-3-pyridyl]cyclopropanecarbonitrile